(2-(benzyloxy)-5-fluorophenyl)boronic acid C(C1=CC=CC=C1)OC1=C(C=C(C=C1)F)B(O)O